3-((2S,5S)-5-((bis(4-methoxyphenyl)(phenyl)methoxy)methyl)-4-hydroxytetrahydrofuran-2-yl)pyrimidine-2,4(1H,3H)-dione COC1=CC=C(C=C1)C(OC[C@H]1C(C[C@H](O1)N1C(NC=CC1=O)=O)O)(C1=CC=CC=C1)C1=CC=C(C=C1)OC